N-propyl-4-(4-(2-(4-(trifluoromethyl)phenyl)acetamido)phenoxy)-7H-pyrrolo[2,3-D]pyrimidine-7-carboxamide C(CC)NC(=O)N1C=CC2=C1N=CN=C2OC2=CC=C(C=C2)NC(CC2=CC=C(C=C2)C(F)(F)F)=O